ACETYLCHOLINE C(C)(=O)OCC[N+](C)(C)C